[NH4+].[NH4+].[NH4+].[P+3] phosphorus triammonium